iso-stearyl alcohol C(CCCCCCCCCCCCCCC(C)C)O